CN1C(=NC2=C1C=CC(=C2)OC2=CC(=NC=C2)C=2NC(=CN2)C(F)(F)F)NC2=CC=C(C=C2)C(F)(F)F (1-methyl-5-(2-(5-(trifluoromethyl)-1H-imidazol-2-yl)pyridin-4-yl)oxy-N-[4-(trifluoromethyl)phenyl]benzimidazol-2-amine)